3-(4-((8-Aminooctyl)amino)-1-oxoisoindolin-2-yl)piperidine-2,6-dione trifluoroacetate salt FC(C(=O)O)(F)F.NCCCCCCCCNC1=C2CN(C(C2=CC=C1)=O)C1C(NC(CC1)=O)=O